CC1C/C(/C(\C(\C1)=C\C1=CC=C(C=C1)N(C)CCC(=O)[O-])=O)=C\C1=CC=C(C=C1)N(C)CCC(=O)[O-].[Na+].[Na+] sodium 3,3'-[(((1E,1'E)-(5-methyl-2-oxocyclohexane-1,3-diylidene)bis(methanylylidene))bis(4,1-phenylene))bis(methylazanediyl)]dipropanoate